(1R,3R,4R)-2-(3-chloro-4H-thieno[3,2-b]pyrrole-5-carbonyl)-N-((S)-1-cyano-2-((R)-2-oxopyrrolidin-3-yl)ethyl)-5,5-difluoro-2-azabicyclo[2.2.2]octane-3-carboxamide ClC1=CSC2=C1NC(=C2)C(=O)N2[C@H]1CC([C@@H]([C@@H]2C(=O)N[C@@H](C[C@@H]2C(NCC2)=O)C#N)CC1)(F)F